tert-butyl 4-(2-bromo-6-fluorobenzoyl)piperidine-1-carboxylate BrC1=C(C(=O)C2CCN(CC2)C(=O)OC(C)(C)C)C(=CC=C1)F